FC(C(=O)O)(F)F.C(C)C1=C(C=NC(=C1)C(F)(F)F)S(=O)(=O)N1CC2(C1)CNC2 2-((4-ethyl-6-(trifluoromethyl)pyridin-3-yl)sulfonyl)-2,6-diazaspiro[3.3]heptane trifluoroacetate